C(C1=C(C(=O)O)C=CCC1)(=O)O 5,6-Dihydrophthalic acid